ClCC1=NSC(=N1)NC(=O)C=1OC(=C(C1)C1=CC(=CC=C1)C#N)C N-(3-(chloromethyl)-1,2,4-thiadiazol-5-yl)-4-(3-cyanophenyl)-5-methylfuran-2-carboxamide